(2R,5S)-4-(7-(4-Fluoropyridin-2-yl)-5-(trifluoromethyl)-7H-pyrrolo[2,3-d]pyrimidin-4-yl)-2,5-dimethylpiperazine-1-carboxylic acid tert-butyl ester C(C)(C)(C)OC(=O)N1[C@@H](CN([C@H](C1)C)C=1C2=C(N=CN1)N(C=C2C(F)(F)F)C2=NC=CC(=C2)F)C